2-(4-cyclopropyl-6-methoxypyrimidin-5-yl)-6-((4-(1-isopropyl-4-(trifluoromethyl)-1H-imidazol-2-yl)benzyl)amino)-7H-purine-8-carboxamide C1(CC1)C1=NC=NC(=C1C1=NC(=C2NC(=NC2=N1)C(=O)N)NCC1=CC=C(C=C1)C=1N(C=C(N1)C(F)(F)F)C(C)C)OC